C12(CCC(CC1)CC2)O bicyclo-[2.2.2]octan-1-ol